1-hydroxy-quinoline ON1CC=CC2=CC=CC=C12